ON1CC=CC=C1 1-hydroxy-1H-pyridine